COCC=C ALLYL METHYL ETHER